C(C)C1=C(SC(=C1CBr)C1=CC=C(C=C1)[N+](=O)[O-])N(C(=O)OCC)CC1=C(C=CC=C1F)F Ethyl-4-(bromomethyl)-2-((2,6-difluorobenzyl)(ethoxycarbonyl)amino)-5-(4-nitrophenyl)thiophene